FC=1C(=NC(=C(C1)C)OC)NS(=O)(=O)C1=CNC2=C1C=CC=1C=CNC21 N-(3-fluoro-6-methoxy-5-methylpyridin-2-yl)-1,8-dihydropyrrolo[3,2-g]indole-3-sulfonamide